BrC=1C(=C(C=O)C(=CC1)Cl)[N+](=O)[O-] 3-bromo-6-chloro-2-nitrobenzaldehyde